(E)-N,N-dimethyl-N-(2-(1-methyl-4-(1-methyl-4-(4-(2-(quinolin-3-yl)vinyl)benzamido)-1H-pyrrole-2-carboxamido)-1H-pyrrole-2-carboxamido)ethyl)pentan-1-aminium C[N+](CCCCC)(CCNC(=O)C=1N(C=C(C1)NC(=O)C=1N(C=C(C1)NC(C1=CC=C(C=C1)\C=C\C=1C=NC2=CC=CC=C2C1)=O)C)C)C